BrC1=CC=C(C=C1)N1C(C[C@@H](C1)C)=O (S)-1-(4-bromophenyl)-4-methylpyrrolidin-2-one